C(C=C)(=O)N1C[C@@H](N(C[C@H]1C)C1=NC(N2C3=C(C(=C(C=C13)Cl)C1=C(C=C(C(=C1)Cl)F)F)SC[C@@H]2CC2CCN(CC2)C2CC2)=O)C (3S)-7-((2S,5R)-4-acryloyl-2,5-dimethylpiperazin-1-yl)-9-chloro-10-(5-chloro-2,4-difluorophenyl)-3-((1-cyclopropyl-piperidin-4-yl)methyl)-2H-[1,4]thiazino[2,3,4-ij]quinazolin-5(3H)-one